rac-N-({4-amino-3-methyl-1H,3H-furo[3,4-c]quinolin-7-yl}methyl)-2-cyclopropyl-N-(3-methoxy-1-methyl-1H-pyrazol-4-yl)pyrimidine-5-carboxamide NC1=NC=2C=C(C=CC2C2=C1[C@H](OC2)C)CN(C(=O)C=2C=NC(=NC2)C2CC2)C=2C(=NN(C2)C)OC |r|